7-(3-bromophenoxy)-9-(4-(tert-butyl)pyridin-2-yl)-9H-carbazole BrC=1C=C(OC2=CC=C3C=4C=CC=CC4N(C3=C2)C2=NC=CC(=C2)C(C)(C)C)C=CC1